ClC1=CC(=NC=N1)NCC=1N=C2N(C=C(C=C2C(C)=O)C2CC2)C1 1-(2-(((6-chloropyrimidin-4-yl)amino)methyl)-6-cyclopropylimidazo[1,2-a]pyridin-8-yl)ethan-1-one